1-methyl-4-[3-methyl-2-[[1-[3-(trifluoromethyl)phenyl]-ethylideneamino]oxymethyl]phenyl]tetrazol-5-one CN1N=NN(C1=O)C1=C(C(=CC=C1)C)CON=C(C)C1=CC(=CC=C1)C(F)(F)F